9-acetyl-2-(3-fluorophenyl)-3,7-dimethyl-4H-pyrido[1,2-a]pyrimidin-4-one C(C)(=O)C1=CC(=CN2C1=NC(=C(C2=O)C)C2=CC(=CC=C2)F)C